O=C1NC(CC[C@@H]1N1C(C2=CC=C(C=C2C1)C=1CCN(CC1)C(=O)OCC1=CC=CC=C1)=O)=O benzyl 4-[2-[(3S)-2,6-dioxo-3-piperidyl]-1-oxo-isoindolin-5-yl]-3,6-dihydro-2H-pyridine-1-carboxylate